2-{[(3R)-3-{3-[(4-cyano-2-fluorophenoxy)methyl]phenyl}pyrrolidin-1-yl]methyl}-4-fluoro-1-{[(2S)-oxetan-2-yl]methyl}-1H-1,3-benzodiazole-6-carboxylic acid C(#N)C1=CC(=C(OCC=2C=C(C=CC2)[C@@H]2CN(CC2)CC2=NC3=C(N2C[C@H]2OCC2)C=C(C=C3F)C(=O)O)C=C1)F